methyl (S,E)-(1-((1-((7-isobutyl-1H-indol-2-yl)methyl)-2-oxo-1,2-dihydropyridin-3-yl)amino)-1,7-dioxo-7-(pyrrolidin-1-yl)hept-5-en-2-yl)carbamate C(C(C)C)C=1C=CC=C2C=C(NC12)CN1C(C(=CC=C1)NC([C@H](CC\C=C\C(N1CCCC1)=O)NC(OC)=O)=O)=O